6-(tert-butyl)-10-((2,2-dimethyl-1,3-dioxan-4-yl)methoxy)-2-oxo-6,7-dihydro-2H-pyrido[2',1':3,4]pyrazino[1,2-b]indazole-3-carboxylic acid ethyl ester C(C)OC(=O)C=1C(C=C2N(C(CN3N=C4C(=CC=CC4=C32)OCC3OC(OCC3)(C)C)C(C)(C)C)C1)=O